methyl 2-[(2-fluoro-3-nitrophenyl)methyl]-3-oxobutanoate FC1=C(C=CC=C1[N+](=O)[O-])CC(C(=O)OC)C(C)=O